1-(cyclopropylmethyl)-7-(4-(difluoromethoxy)phenyl)-5-(2,3-dihydrobenzofuran-5-yl)-1,7-dihydro-6H-pyrazolo[3,4-b]pyridin-6-one C1(CC1)CN1N=CC2=C1N(C(C(=C2)C=2C=CC1=C(CCO1)C2)=O)C2=CC=C(C=C2)OC(F)F